(R)- or (S)-1'-(methylsulfonyl)-4-(4-(trifluoromethyl)phenyl)-4,5-dihydro-7H-spiro[pyrazolo[1,5-a]pyrimidine-6,3'-pyrrolidin]-2'-one CS(=O)(=O)N1C([C@]2(CC1)CN(C=1N(C2)N=CC1)C1=CC=C(C=C1)C(F)(F)F)=O |o1:6|